2,6-dimethylpiperidino-dichlorosilane CC1N(C(CCC1)C)[SiH](Cl)Cl